benzyl (2S)-2-(cyanomethyl)-4-[7-(8-methyl-1-naphthyl)-2-[[(2R)-1-methyl pyrrolidin-2-yl]methoxy]-6,8-dihydro-5H-pyrido[3,4-d]pyrimidin-4-yl]piperazine-1-carboxylate C(#N)C[C@@H]1N(CCN(C1)C=1C2=C(N=C(N1)OC[C@@H]1N(CCC1)C)CN(CC2)C2=CC=CC1=CC=CC(=C21)C)C(=O)OCC2=CC=CC=C2